ClC=1C=C(C=NC1OCC)C(=O)NCC=1C=NC=CC1C 5-chloro-6-ethoxy-N-[(4-methylpyridin-3-yl)methyl]pyridine-3-carboxamide